Tert-butyl (S)-3-(4-carbamoyl-3-((5-chloro-1,7-dicyclopropyl-1H-indazol-4-yl)ethynyl)-5-((4-methoxybenzyl)amino)-1H-pyrazol-1-yl)pyrrolidine-1-carboxylate C(N)(=O)C=1C(=NN(C1NCC1=CC=C(C=C1)OC)[C@@H]1CN(CC1)C(=O)OC(C)(C)C)C#CC1=C2C=NN(C2=C(C=C1Cl)C1CC1)C1CC1